N1=CN=C(C2=C1CCC2)NC2=NNC1=CC(=CC=C21)[C@@H]2C[C@@]21C(NC2=CC=C(C=C12)OC)=O (1R,2S)-2-{3-[(6,7-dihydro-5H-cyclopenta[d]pyrimidin-4-yl)amino]-1H-indazol-6-yl}-5'-methoxyspiro[cyclopropan-1,3'-indol]-2'(1'H)-one